6-(6-azaspiro[2.5]octane-6-yl)benzofuran-7-carboxamide C1CC12CCN(CC2)C2=C(C1=C(C=CO1)C=C2)C(=O)N